ClC1=CC=C(C=C1)C1=C(C=CC=C1)CN1CC2N(C(C1)C2)C(=O)C=2C=C1CN(C(C1=C(C2)F)=O)C2C(NC(CC2)=O)=O 3-(5-(3-((4'-chloro-[1,1'-biphenyl]-2-yl)methyl)-3,6-diazabicyclo[3.1.1]heptane-6-carbonyl)-7-fluoro-1-oxoisoindolin-2-yl)piperidine-2,6-dione